BrC1=C(C(=C(C=C1)Br)[N+](=O)[O-])F 1,4-dibromo-2-fluoro-3-nitrobenzene